C12(CC3CC(CC(C1)C3)C2)N 1-Tricyclo[3.3.1.13,7]decylamine